1-hexadecyl-2-dodecanoyl-glycero-3-phospho-(1'-sn-glycerol) CCCCCCCCCCCCCCCCOC[C@H](COP(=O)(O)OC[C@H](CO)O)OC(=O)CCCCCCCCCCC